(2E)-3-[3,5-difluoro-1-(oxan-2-yl)indazol-6-yl]-N-(6-methoxy-2,4-dimethylpyridin-3-yl)prop-2-enamide iso-propyl-methacrylate praseodymium [Pr].C(C)(C)OC(C(=C)C)=O.FC1=NN(C2=CC(=C(C=C12)F)/C=C/C(=O)NC=1C(=NC(=CC1C)OC)C)C1OCCCC1